5-bromobenzo[b]naphtho[1,2-d]carbazole BrC1=CC=CC2=CC3=NC=4C=CC=CC4C34C(=C21)C2=CC=CC=C2C=C4